ClC=1C(=NC=C(C1C)C=1C=NN(C1)C1=NC=CC=C1)C#N 3-chloro-4-methyl-5-(1-(pyridin-2-yl)-1H-pyrazol-4-yl)picolinonitrile